COC=1C=C(C=CC1C(F)(F)F)C(C)=O 1-[3-methoxy-4-(trifluoromethyl)phenyl]ethanone